ClC=1C=CC(=C(C1)C1=CC(N(N=C1OC)CC1=CC=C(C=C1)OC)=O)C(CC)=O 5-(5-chloro-2-propionylphenyl)-6-methoxy-2-(4-methoxybenzyl)pyridazin-3(2H)-one